C1(CCCCC1)NC1=NC(=NC(=N1)NC1CCCCC1)C1=CC=CC=C1 N2,N4-dicyclohexyl-6-phenyl-1,3,5-triazine-2,4-diamine